FC1=C(N=CC2=C1N=C(N=C2N2CCSCC2)OCC21CCCN1CCC2)C2=CC=CC1=CC=CC(=C21)F 4-(8-fluoro-7-(8-fluoronaphthalen-1-yl)-2-((hexahydro-1H-pyrrolizin-7a-yl)methoxy)pyrido[4,3-d]pyrimidin-4-yl)thiomorpholine